(+)-mandelate C(C(O)C1=CC=CC=C1)(=O)[O-]